7-bromo-1H-imidazo[4,5-c]pyridine BrC=1C2=C(C=NC1)N=CN2